5-((Diethylamino)methyl)-N-((1,2,3,5,6,7-hexahydro-s-indacen-4-yl)carbamoyl)-1-methyl-1H-pyrazole-3-sulfonamide, sodium salt [Na].C(C)N(CC)CC1=CC(=NN1C)S(=O)(=O)NC(NC1=C2CCCC2=CC=2CCCC12)=O